4-(4'-(tert-butyl)phenyl)-2-methylindene C(C)(C)(C)C1=CC=C(C=C1)C1=C2C=C(CC2=CC=C1)C